2-(PIPERIDIN-1-YL)-6-CHLOROPYRIMIDINE-4-BORONIC ACID N1(CCCCC1)C1=NC(=CC(=N1)B(O)O)Cl